1-(5-bromo-2-methoxy-phenyl)-2,2,2-trifluoro-ethanol BrC=1C=CC(=C(C1)C(C(F)(F)F)O)OC